C1(=CC=CC=C1)[SiH2]CCC(OCCC)OCCC phenyldipropoxypropylsilane